N2-acetyl-N6-[(9H-fluoren-9-ylmethoxy)carbonyl]-L-lysyl-L-valyl-N-carbamoyl-N-[4-({[(pentafluorophenoxy)carbonyl]oxy}methyl)phenyl]-L-ornithinamide C(C)(=O)N[C@@H](CCCCNC(=O)OCC1C2=CC=CC=C2C=2C=CC=CC12)C(=O)N[C@@H](C(C)C)C(=O)N[C@@H](CCCN)C(=O)N(C1=CC=C(C=C1)COC(=O)OC1=C(C(=C(C(=C1F)F)F)F)F)C(N)=O